4-bromo-2-fluoro-6-[2-(4-fluorophenyl)ethynyl]aniline propyl-1-(1-phenylethyl)-1H-imidazole-5-carboxylate C(CC)OC(=O)C1=CN=CN1C(C)C1=CC=CC=C1.BrC1=CC(=C(N)C(=C1)C#CC1=CC=C(C=C1)F)F